N1CC(C1)N1C[C@@H]([C@H](CC1)N1N=C(C=2C1=NC=NC2N)C2=CC=C(C=C2)OC2=CC=CC=C2)F 1-[(3S,4S)-1-(azetidin-3-yl)-3-fluoro-4-piperidinyl]-3-(4-phenoxyphenyl)pyrazolo[3,4-d]pyrimidin-4-amine